C(C)(C)(C)[Si](C)(C)OCC1CC=2C(=CC3=C(N=C(N3)C)C2F)C1 tert-butyl-[(8-fluoro-2-methyl-3,5,6,7-tetrahydrocyclopenta[f]benzimidazol-6-yl)methoxy]-dimethyl-silane